4-(2-acryloyl-2,6-diazaspiro[3.4]octan-6-yl)-2-(5-methyl-1H-indazol-4-yl)nicotinonitrile C(C=C)(=O)N1CC2(C1)CN(CC2)C2=CC=NC(=C2C#N)C2=C1C=NNC1=CC=C2C